(S)-3-(1-(4-chlorophenyl)-2-oxo-1,2-dihydro-3H-imidazo[4,5-b]pyridin-3-yl)pyrrolidine-1-carboxylic acid tert-butyl ester C(C)(C)(C)OC(=O)N1C[C@H](CC1)N1C(N(C=2C1=NC=CC2)C2=CC=C(C=C2)Cl)=O